3-Methyl-2-Cyclohexenone CC1=CC(CCC1)=O